C1(CC1)S(=O)(=O)NC=1SC=C(N1)C(C(=O)NC1=C(C=C(C=C1)C1=NC(=CN=C1)C(C)(C)OC)F)(C)C 2-(2-(cyclopropanesulfonamido)thiazol-4-yl)-N-(2-fluoro-4-(6-(2-methoxypropan-2-yl)pyrazin-2-yl)phenyl)-2-methylpropanamide